C(C)(C)(C)C1=C(C(=CC=C1)C(C)(C)C)O 2,6-di-(t-butyl)phenol